3-(4-fluoro-5-hydroxy-6-methoxybenzo[b]thiophen-2-yl)-3-oxopropane-1-sulfonic acid FC1=C(C(=CC=2SC(=CC21)C(CCS(=O)(=O)O)=O)OC)O